NC1=C(C(=NN1C1(CC1)C)C1=NC=C(C=C1)C(C)C(NC1=CC(=NO1)C1=C(C=C(C=C1)Cl)Cl)=O)C(=O)N 5-Amino-3-[5-(1-[[3-(2,4-dichlorophenyl)-1,2-oxazol-5-yl]carbamoyl]ethyl)pyridin-2-yl]-1-(1-methylcyclopropyl)pyrazole-4-carboxamide